C1N(CC12CNC2)CC2=NC(=NO2)CC(F)(F)F 5-(2,6-diazaspiro[3.3]heptan-2-ylmethyl)-3-(2,2,2-trifluoroethyl)-1,2,4-oxadiazole